O=C1CC(C1)C(=O)[O-] 3-oxo-cyclobutanecarboxylate